C(=O)(C(=O)O)CC(=O)OC([C@@H](N)CCC(=O)O)=O glutamyl oxaloacetate